ethyl 1-(5-(((((1R,3S)-3-(3-(((benzyloxy) carbonyl) amino)-1-(tert-butyl)-1H-pyrazol-5-yl) cyclopentyl) oxy) carbonyl) amino) pentyl)-1H-pyrazole-5-carboxylate C(C1=CC=CC=C1)OC(=O)NC1=NN(C(=C1)[C@@H]1C[C@@H](CC1)OC(=O)NCCCCCN1N=CC=C1C(=O)OCC)C(C)(C)C